COC1=CC=C(C=C1)C=1SC(=CN1)C1=CC=C(C=C1)OC 2,5-bis(4-methoxyphenyl)thiazole